C(CCCCCCC\C=C/CCCCCCCC)(=O)N Oleamid